7-Fluoronaphthalen-1-yl trifluoromethanesulfonate FC(S(=O)(=O)OC1=CC=CC2=CC=C(C=C12)F)(F)F